S(=O)(=O)(C1=CC=C(C)C=C1)N tosyl-amine